C(C)(=O)N1CC=2N(CC1)C(=NC2N2CCCC1=CC(=CC=C21)C2=CC(=NC=C2)C(=O)NC)C2CC2 4-(1-(7-acetyl-3-cyclopropyl-5,6,7,8-tetrahydroimidazo[1,5-a]pyrazin-1-yl)-1,2,3,4-tetrahydroquinolin-6-yl)-N-methylpicolinamide